2-hydroxyethylammonium ethyl-sulphate C(C)OS(=O)(=O)[O-].OCC[NH3+]